C(CCCCCCCCCCCCCCCCC(C)C)NC(=O)N isoeicosylurea